ClC=1C=C(C=CC1Cl)C=1N=C(SC1SC(C)C)N1N=C(C(=C1C(=O)O)C1=CC(=CC(=C1)C(F)(F)F)OC)C 1-(4-(3,4-dichlorophenyl)-5-(isopropylsulfanyl)thiazol-2-yl)-4-(3-methoxy-5-(trifluoromethyl)phenyl)-3-methyl-1H-pyrazole-5-carboxylic acid